C(=O)O.C(N)(=N)C1=CC(=C(CNC2=NC(=NC(=C2)OCC=2N=C3N(C=C(C=C3)C3CC3)C2)CCC(=O)OCC)C(=C1)C)C ethyl 3-(4-((4-carbamimidoyl-2,6-dimethylbenzyl)amino)-6-((6-cyclopropylimidazo[1,2-a]pyridin-2-yl)methoxy)pyrimidin-2-yl)propanoate formic acid salt